5-[2-(cyclopropylmethylcarbamoyl)-2,7-diazaspiro[3.5]non-7-yl]-N-methyl-7-(trifluoromethyl)thieno[3,2-b]pyridine-3-carboxamide C1(CC1)CNC(=O)N1CC2(C1)CCN(CC2)C2=CC(=C1C(=N2)C(=CS1)C(=O)NC)C(F)(F)F